2,4-dichloro-5-(trifluoromethyl)pyrimidine pentafluorophenyl-3-(2,4-dioxotetrahydropyrimidin-1(2H)-yl)-4-methoxybenzoate FC1=C(C(=C(C(=C1C1=C(C(=O)O)C=CC(=C1N1C(NC(CC1)=O)=O)OC)F)F)F)F.ClC1=NC=C(C(=N1)Cl)C(F)(F)F